rac-N-[(6S,7R)-7-({[1-(5-fluoropyrimidin-2-yl)piperidin-4-yl]oxy}methyl)-3-methyl-4,5,6,7-tetrahydropyrazolo[1,5-a]pyridin-6-yl]methanesulfonamide FC=1C=NC(=NC1)N1CCC(CC1)OC[C@H]1[C@H](CCC=2N1N=CC2C)NS(=O)(=O)C |r|